6-(6-aminopyridin-2-yl)-N2-isopropyl-N4-(2-(trifluoromethyl)pyridin-4-yl)-1,3,5-triazine-2,4-diamine NC1=CC=CC(=N1)C1=NC(=NC(=N1)NC(C)C)NC1=CC(=NC=C1)C(F)(F)F